7-((2-hydroxyethyl)(7-((2-octyldecanoyl)oxy)heptyl)amino)heptyl 10-methylundec-9-enoate CC(=CCCCCCCCC(=O)OCCCCCCCN(CCCCCCCOC(C(CCCCCCCC)CCCCCCCC)=O)CCO)C